1-((1-(hexyloxy)-2-propyl)oxy)-2-propanol C(CCCCC)OCC(C)OCC(C)O